COCCCOC1=C(C(=NC=C1)CN1C(=NC=C1)C(=O)O)C 1-((4-(3-methoxypropoxy)-3-methylpyridin-2-yl)methyl)-1H-imidazole-2-carboxylic acid